The molecule is a member of the class of benzaldehydes that is vanillin in which the methoxy group is replaced by an ethoxy group. It has a role as an antioxidant and a flavouring agent. It is a member of benzaldehydes, a member of phenols and an aromatic ether. It derives from a vanillin. CCOC1=C(C=CC(=C1)C=O)O